C1CCC12CN(CC2)CC=2C=CC=1N(C2)C=C(N1)CN1N=NC(=C1)C1=C2C=NNC2=CC(=C1)[Si](=O)C 4-(1-((6-((6-azaspiro[3.4]oct-6-yl)methyl)imidazo[1,2-a]pyridin-2-yl)methyl)-1H-1,2,3-triazol-4-yl)-6-(methylsiloyl)-1H-indazole